6-hydroxymethyl-pyridine OCC1=CC=CC=N1